1-bromo-3,5-ditert-butylbenzene BrC1=CC(=CC(=C1)C(C)(C)C)C(C)(C)C